BrC1=NN(C=N1)C(C)C1=CC=CC=C1 3-bromo-1-(1-phenylethyl)-1,2,4-triazole